Methyl(4-(4-amino-2-((ethylamino)methyl)-1H-imidazo[4,5-c]chinolin-1-yl)butyl)(1,1-dioxidothietan-3-yl)carbamat COC(N(C1CS(C1)(=O)=O)CCCCN1C(=NC=2C(=NC=3C=CC=CC3C21)N)CNCC)=O